CC1=C(C(=NO1)C=1C=CC(=NC1)C(F)(F)F)COC1=CC2=C(N=N1)CN(CC2)C2COCC2 5-[5-Methyl-4-({[7-(oxolan-3-yl)-5H,6H,7H,8H-pyrido[3,4-c]pyridazin-3-yl]oxy}methyl)-1,2-oxazol-3-yl]-2-(trifluoromethyl)pyridine